2,2'-methylenebis(4,6-di-tert-butylphenyl) phosphonate P1(OC2=C(C=C(C=C2C(C)(C)C)C(C)(C)C)CC2=C(C(=CC(=C2)C(C)(C)C)C(C)(C)C)O1)=O